(4-(((1R,2R)-2-hydroxycyclopentyl)amino)-1-((2-(trimethylsilyl)ethoxy)methyl)-1H-pyrazolo[3,4-b]pyridin-3-yl)methanone 33-methylpentatriacontyl-docos-13-enoate CC(CCCCCCCCCCCCCCCCCCCCCCCCCCCCCCCCOC(CCCCCCCCCCCC=CCCCCCCCC)=O)CC.O[C@H]1[C@@H](CCC1)NC1=C2C(=NC=C1)N(N=C2C=O)COCC[Si](C)(C)C